2-(4,4-difluoropiperidin-1-yl)-N-((isopropylthio)methyl)-6-methoxy-7-(3-(pyrrolidin-1-yl)propoxy)quinazolin-4-amine FC1(CCN(CC1)C1=NC2=CC(=C(C=C2C(=N1)NCSC(C)C)OC)OCCCN1CCCC1)F